C(C)(C)(C)OC(=O)N1CC(C1)[Zn+] (1-(tert-butoxycarbonyl)azetidin-3-yl)zinc (II)